(4-benzyloxyphenyl)-(4-bromo-2,6-dimethoxy-phenyl)methanol C(C1=CC=CC=C1)OC1=CC=C(C=C1)C(O)C1=C(C=C(C=C1OC)Br)OC